(E)-N-[2-[(3S)-3-(methylamino)pyrrolidin-1-yl]-2-oxo-ethyl]-3-[4-(trifluoromethyl)phenyl]prop-2-enamide 2,2,2-trifluoroacetate FC(C(=O)O)(F)F.CN[C@@H]1CN(CC1)C(CNC(\C=C\C1=CC=C(C=C1)C(F)(F)F)=O)=O